N[C@H]1CS(C2=C(N(C1=O)CC1=CC=C(C=C1)Cl)C=C(C(=C2)F)C=2OC(=NN2)C2(CCNCC2)C)(=O)=O (3R)-3-amino-5-[(4-chlorophenyl)methyl]-8-fluoro-7-[5-(4-methyl-4-piperidyl)-1,3,4-oxadiazol-2-yl]-1,1-dioxo-2,3-dihydro-1lambda6,5-benzothiazepin-4-one